1-ethyl-4-phenylpiperidine-2-carboxamide C(C)N1C(CC(CC1)C1=CC=CC=C1)C(=O)N